COC(CCS)=O 3-Mercaptopropionic Acid Methyl Ester